(2R,5S)-4-(6-chloro-7-(1,3-dimethyl-1H-pyrazol-4-yl)-1-(2-isopropyl-4-Methylpyridin-3-yl)-2-oxo-1,2-dihydropyrido[2,3-d]pyrimidin-4-yl)-2,5-dimethylpiperazine ClC1=CC2=C(N(C(N=C2N2C[C@H](NC[C@@H]2C)C)=O)C=2C(=NC=CC2C)C(C)C)N=C1C=1C(=NN(C1)C)C